C(C)OOP(=O)(OC)CC[C@H](N)C(=O)O 4-[ethoxy(methyl)phosphono]-L-homoalanine